BrC1=C2C=C(N(C2=CC=C1)CC(F)(F)F)C=1SC(=CN1)CN (2-(4-bromo-1-(2,2,2-trifluoroethyl)-1H-indol-2-yl)thiazol-5-yl)methanamine